FC(C=1C(=C(C=CC1)[C@@H](C)NC1=NC(=NC2=CC=C(C=C12)P(=O)(C)C)C)F)F N-{(1R)-1-[3-(difluoromethyl)-2-fluorophenyl]ethyl}-6-(dimethylphosphoryl)-2-methylquinazolin-4-amine